1-(2-bromo-6-fluoro-3-methylphenyl)ethan-1-one BrC1=C(C(=CC=C1C)F)C(C)=O